BrC=1C=C(C=C(C1)Br)C1(C(OCC(C1)=C)=O)C(=O)OC methyl 3-(3,5-dibromophenyl)-5-methylene-2-oxotetrahydro-2H-pyran-3-carboxylate